N-[3-[4-(6-fluoro-1,2-benzisoxazol-3-yl)piperidin-1-yl]propyl]-N-(oxetan-3-yl)benzamide FC1=CC2=C(C(=NO2)C2CCN(CC2)CCCN(C(C2=CC=CC=C2)=O)C2COC2)C=C1